OC[C@H](C[C@H]1C(NCC1)=O)NC([C@H](CC(C)C)NC(OC(CC1=CC=CC=C1)C1CCCCC1)=O)=O 1-cyclohexyl-2-phenylethyl ((S)-1-(((S)-1-hydroxy-3-((S)-2-oxopyrrolidin-3-yl)propan-2-yl)amino)-4-methyl-1-oxopentan-2-yl)carbamate